pyrazolo[1,5-a]pyridine-2-carbaldehyde N1=C(C=C2N1C=CC=C2)C=O